1-((1S,3R)-3-((4-(1-(2,2-difluoroethyl)-1H-pyrazol-4-yl)-5-(trifluoromethyl)pyrimidin-2-yl)amino)cyclohexyl)-1H-indole-5-carbonitrile FC(CN1N=CC(=C1)C1=NC(=NC=C1C(F)(F)F)N[C@H]1C[C@H](CCC1)N1C=CC2=CC(=CC=C12)C#N)F